Isopropyl (1s,3s)-3-(methylamino)cyclobutane-1-carboxylate CNC1CC(C1)C(=O)OC(C)C